tetramethylammonium bromine [Br+].C[N+](C)(C)C